PHENOXAZONE C1=CC=C2C(=C1)N=C3C=CC(=O)C=C3O2